4-(3-amino-6-(2-hydroxyphenyl)pyridazin-4-yl)-1-phenyl-N-(piperidin-4-ylmethyl)piperazine-2-carboxamide, hydrochloride salt Cl.NC=1N=NC(=CC1N1CC(N(CC1)C1=CC=CC=C1)C(=O)NCC1CCNCC1)C1=C(C=CC=C1)O